C1(=CC=CC=C1)C(C[S+](C1=CC=CC=C1)C1=CC=CC=C1)C1=CC=CC=C1 diphenylethyldiphenylsulfonium